C(C)(C)(C)OC(=O)ONC=1SC=C(N1)C 2-tert-butoxycarbonyloxyamino-4-methyl-thiazole